3-p-bromophenyl-1-(t-butyldimethylsilyl)-2-propyn-1-one BrC1=CC=C(C=C1)C#CC(=O)[Si](C)(C)C(C)(C)C